9-azido-8-hydroxy-2-(3-iodophenyl)-2-methylnonanoic acid N(=[N+]=[N-])CC(CCCCCC(C(=O)O)(C)C1=CC(=CC=C1)I)O